BrCC1=CC=C(C=C1)C(C)=O 1-(4-(bromomethyl)phenyl)ethanone